C1(=CC=CC=C1)C1C(O1)CO (3-Phenyloxiran-2-yl)methanol